CN1C(=O)NC(=O)C=C1C(F)(F)F 1-methyl-6-(trifluoromethyl)uracil